2,2-dimethyl-3-(2-methyl-1-propenyl)cyclopropanecarboxylic acid 2-methyl-4-oxo-3-(2-propenyl)-2-cyclopenten-1-yl ester CC=1C(CC(C1CC=C)=O)OC(=O)C1C(C1C=C(C)C)(C)C